3-hydroxypropyl-N-hexadecylammonium OCCC[NH2+]CCCCCCCCCCCCCCCC